5-(9-Phenylcarbazol-3-yl)-2,9-dihydropyrido[3,4-b]indol C1(=CC=CC=C1)N1C2=CC=CC=C2C=2C=C(C=CC12)C1=C2C3=C(NC2=CC=C1)CNC=C3